C(C)(C)(C)OC(=O)NC1=C(C(=NC=C1)C(=O)OC)O Methyl 4-((tert-butoxycarbonyl)amino)-3-hydroxypyridinecarboxylate